C=CCC(CCCCCCCCC=C)C(C(=O)OCC(CCO[Si](C1=CC=CC=C1)(C1=CC=CC=C1)C(C)(C)C)C(F)(F)F)C1=CC=CC2=CC=CC=C12 4-((tert-butyldiphenylsilyl)oxy)-2-(trifluoromethyl)butan-1-ol tetradeca-1,13-dien-4-yl-2-(naphthalen-1-yl)acetate